tert-butyl 2-[(2-methyl-2,3-dihydro-1H-isoindol-5-yl)amino]-5H,6H,7H,8H-pyrido[3,4-d]pyrimidine-7-carboxylate CN1CC2=CC=C(C=C2C1)NC=1N=CC2=C(N1)CN(CC2)C(=O)OC(C)(C)C